Calcium carbonate Isocyanate [N-]=C=O.C([O-])(O)=O.[Ca+2]